4-[[3-(3,5-difluorophenyl)-5-vinyl-4H-isoxazole-5-carbonyl]amino]-2,5-dihydrofuran-3-carboxylic acid ethyl ester C(C)OC(=O)C=1COCC1NC(=O)C1(CC(=NO1)C1=CC(=CC(=C1)F)F)C=C